CC([C@@H](C(N1CC2=CC=CC=C2C[C@H]1C(=O)N1CC(OCCC1)C1=CC=CC=C1)=O)NC(=O)C1=CC2=C(S1)C=CC(=C2)C(F)(F)P(O)(O)=O)(C)C ((2-(((2S)-3,3-dimethyl-1-oxo-1-((3S)-3-(2-phenyl-1,4-oxazepane-4-carbonyl)-3,4-dihydroisoquinolin-2(1H)-yl)butan-2-yl)carbamoyl)benzo[b]thiophen-5-yl)difluoromethyl)phosphonic acid